C(CCCCCC(C)C)=O iso-nonanal